CC=1C(=CSC1C)S(=O)(=O)N 4,5-dimethylthiophene-3-sulfonamide